1-((1s,3s)-3-((tert-butyldimethylsilyl)oxy)cyclobutyl)-N,N-dimethyl-1H-indazol-6-amine [Si](C)(C)(C(C)(C)C)OC1CC(C1)N1N=CC2=CC=C(C=C12)N(C)C